FC(CC)(F)C=1C=C(C=CC1)NC(=O)C1C(=NN(C1=O)C1=NC=C(N=C1)O)C N-(3-(1,1-difluoropropyl)phenyl)-1-(5-hydroxypyrazin-2-yl)-3-methyl-5-oxo-4,5-dihydro-1H-pyrazole-4-carboxamide